C1(CCCCC1)C1(NC(=NC(=N1)NCCN(C)C)NC1=NC=CC=C1)N 2-cyclohexyl-N4-(2-(dimethylamino)ethyl)-N6-pyridin-2-yl-1,3,5-triazine-2,4,6-triamine